butoxycarbonyl-3-methyl-indoline-3-carboxylic acid C(CCC)OC(=O)N1CC(C2=CC=CC=C12)(C(=O)O)C